(6,6-difluoro-3-azabicyclo[3.1.1]heptan-3-yl)(3-(2-methyl-2H-pyrazolo[3,4-b]pyridin-5-yl)-6-quinoxalinyl)methanone FC1(C2CN(CC1C2)C(=O)C=2C=C1N=C(C=NC1=CC2)C2=CC=1C(N=C2)=NN(C1)C)F